F[C@@]1([C@@H](O[C@@H]([C@H]1O)CO)N1C=NC=2C(N)=NC=NC12)O 2'-fluoro-adenosine